7-methoxy-1-(p-tolylsulfonyl)-4-(trifluoromethyl)pyrrolo[2,3-c]pyridine-2-carboxaldehyde COC=1N=CC(=C2C1N(C(=C2)C=O)S(=O)(=O)C2=CC=C(C=C2)C)C(F)(F)F